1-(2-{3-chloro-4-[(3-dimethylamino-propyl)-methyl-amino]-anilino}-pyrimidin-4-yl)-1H-indole-3-carboxamide ClC=1C=C(NC2=NC=CC(=N2)N2C=C(C3=CC=CC=C23)C(=O)N)C=CC1N(C)CCCN(C)C